FC(C=1N=CC=2N(C1)C(=CN2)C2=NC=CC(=N2)N2CC1N(CC2)C(CC1)=O)F 2-(2-(6-(Difluoromethyl)imidazo[1,2-a]pyrazin-3-yl)pyrimidin-4-yl)hexahydropyrrolo[1,2-a]pyrazin-6(2H)-one